N1C=NC2=C1C=CC(=C2)N2C([C@@H]([C@@H]2C2=C(C=C(C=C2F)C=2N=NC(=CC2)C)F)C2CC2)=O (3R,4R)-1-(1H-benzo[d]imidazol-5-yl)-3-cyclopropyl-4-(2,6-difluoro-4-(6-methylpyridazin-3-yl)phenyl)azetidin-2-one